5-chloro-2-hydroxy-N-(2-(trifluoromethyl)phenyl)benzamide ClC=1C=CC(=C(C(=O)NC2=C(C=CC=C2)C(F)(F)F)C1)O